ClC=1C=C(C=NC1OCC(C)C)C1=CN=C(S1)NC(=O)C1N2C=CC=C2C(CC1)=O N-[5-(5-chloro-6-isobutoxy-3-pyridyl)thiazol-2-yl]-8-oxo-6,7-dihydro-5H-indolizine-5-carboxamide